N[C@H](C(=O)NC1=CC=C(C=C1)B1OC(C(O1)(C)C)(C)C)C1CCCCC1 (S)-2-amino-2-cyclohexyl-N-(4-(4,4,5,5-tetramethyl-1,3,2-dioxaborolan-2-yl)phenyl)acetamide